N-[[[(3-aminopropoxy)carbonyl]oxy]methyl]-N,N,α-trimethyl-10H-phenothiazin-10-ethanaminium chloride hydrochloride Cl.[Cl-].NCCCOC(=O)OC[N+](C(CN1C2=CC=CC=C2SC=2C=CC=CC12)C)(C)C